C12CN(CC(CC1)N2)C=2C1=C(N=C(N2)OCC2CC2)C(=C(N=C1)C1=CC(=CC2=CC=C(C(=C12)C#C)F)O)F 1-(((4-(3,8-diazabicyclo[3.2.1]octan-3-yl)-7-(8-ethynyl-7-fluoro-3-hydroxynaphthalen-1-yl)-8-fluoropyrido[4,3-d]pyrimidin-2-yl)oxy)methyl)cyclopropane